CC(C)C(C(CC)C)(C)C 2,3,3,4-tetramethylhexane